4,4'-[(4-hydroxy-3-methoxyphenyl)methylene]bis[2,6-dimethylphenol] OC1=C(C=C(C=C1)C(C1=CC(=C(C(=C1)C)O)C)C1=CC(=C(C(=C1)C)O)C)OC